ClC1=CC=C(C=N1)C=1C=C(C=CC1)[C@H](C)NC(C=CC1=C(C=CC=C1)F)=O (S)-N-{1-[3-(6-Chloro-pyridin-3-yl)-phenyl]-ethyl}-3-(2-fluoro-phenyl)-acrylamide